C(C)OC(C(O)CC(=O)OCC)=O.NC1=NC=C(C=N1)C#CC=1C=C(C(=O)N[C@H](CO)CC2=CC=C(C=C2)OC)C=CC1OC(F)F 3-[2-(2-aminopyrimidin-5-yl)ethynyl]-4-(difluoromethoxy)-N-[(2S)-1-hydroxy-3-(4-methoxyphenyl)propan-2-yl]benzamide diethyl-maloate